(5-fluoro-2-hydroxy-3-nitro-phenyl)-ethanone FC=1C=C(C(=C(C1)C(C)=O)O)[N+](=O)[O-]